C(=C)C=1C=CC(=C(C1)C(C)=O)O 1-(5-vinyl-2-hydroxyphenyl)ethanone